4-chloro-N-(3-(difluoromethyl)-1-methyl-1H-pyrazol-5-yl)benzamide ClC1=CC=C(C(=O)NC2=CC(=NN2C)C(F)F)C=C1